O1CCOC12CCC(CC2)NNC(OC(C)(C)C)=O tert-butyl N-(1,4-dioxaspiro[4.5]decan-8-ylamino)carbamate